CALCIUM ORTHOPHOSPHAT P(=O)([O-])([O-])[O-].[Ca+2].P(=O)([O-])([O-])[O-].[Ca+2].[Ca+2]